2-Chloro-N-(naphthalen-2-yl)-7,8-dihydro-5H-pyrano[4,3-d]pyrimidin-4-amine ClC=1N=C(C2=C(N1)CCOC2)NC2=CC1=CC=CC=C1C=C2